FC1=C(C(=CC=C1)OC)N1N=CC=2C1=CN=CC2 (2-fluoro-6-methoxyphenyl)-1H-pyrazolo[3,4-c]pyridine